Ethyl-3-allyl-6-methoxy-4-(prop-2-yn-1-yloxy)-1,2,3,4-tetrahydroquinoline-2-carboxylate C(C)OC(=O)C1NC2=CC=C(C=C2C(C1CC=C)OCC#C)OC